3-(2-{[(1S,3S)-3-[(4-aminobutyl)(methyl)amino]cyclopentyl]amino}-5-(trifluoromethyl)pyrimidin-4-yl)-1H-indole-6-carboxylic acid NCCCCN([C@@H]1C[C@H](CC1)NC1=NC=C(C(=N1)C1=CNC2=CC(=CC=C12)C(=O)O)C(F)(F)F)C